C(C)(C)C1=CC(=NN1)C(=O)N1CC2(CN(C2)C(=O)OCCCC)C1 butyl 6-(5-isopropyl-1H-pyrazole-3-carbonyl)-2,6-diazaspiro[3.3]heptane-2-carboxylate